OC1(CCC1)CNCC1=CC(=C2CN(C(C2=C1)=O)C=1C=C(C=CC1)C1=C(C=CC=C1)C1=NN=CN1C)C(F)(F)F 6-((((1-Hydroxycyclobutyl)methyl)amino)methyl)-2-(2'-(4-methyl-4H-1,2,4-triazol-3-yl)-[1,1'-biphenyl]-3-yl)-4-(trifluoromethyl)isoindolin-1-one